ClC=1C=CC=2C(=NC(=CN2)NCC2=C3C(=CNC3=C(C=C2)N(C)C)C)N1 4-[({6-chloropyrido[2,3-b]pyrazin-3-yl}amino)methyl]-N,N,3-trimethyl-1H-indol-7-amine